N1(C=CC=C1)C=1C=C(C=CC1)[C@H](CC(=O)[O-])NC(=O)NC=1C(N(C=CC1[O-])C)=O.[Na+].[Na+] Natrium (S)-3-(3-(1H-Pyrrol-1-yl)phenyl)-3-(3-(1-methyl-4-oxido-2-oxo-1,2-dihydropyridin-3-yl)ureido)propanoat